CC=1C=CC=2N(C3=CC=C(C=C3C2C1)C)C=1C(=NC(=C(C1C1=CC=NC=C1)N1C2=CC=C(C=C2C=2C=C(C=CC12)C1=CC=CC=C1)C1=CC=CC=C1)N1C2=CC=C(C=C2C=2C=C(C=CC12)C)C)N1C2=CC=C(C=C2C=2C=C(C=CC12)C1=CC=CC=C1)C1=CC=CC=C1 9,9'-(3,6-bis(3,6-dimethyl-9H-carbazol-9-yl)-[4,4'-bipyridine]-2,5-diyl)bis(3,6-diphenyl-9H-carbazole)